tert-butyl 6-[(1S)-2-(1,3-dioxoisoindolin-2-yl)-1-methyl-ethyl]-2-azaspiro[3.3]heptane-2-carboxylate O=C1N(C(C2=CC=CC=C12)=O)C[C@@H](C)C1CC2(CN(C2)C(=O)OC(C)(C)C)C1